O(S(=O)(=O)C(F)(F)F)C=1C=C2C[C@H](N([C@@H](C2=CC1)C1=C(C=C(C=C1F)NC1CN(C1)CCCF)F)C1=CC=CC=C1)C (1s,3r)-1-(2,6-difluoro-4-((1-(3-fluoropropyl) azetidin-3-yl) amino) phenyl)-3-methyl-2-phenyl-1,2,3,4-tetrahydroisoquinolin-6-yl triflate